N[C@H](C)C1=NC(=CC(=C1)N)C(COC)(F)F (R)-2-(1-aminoethyl)-6-(1,1-difluoro-2-methoxyethyl)pyridin-4-amine